6-bromo-2-(4,6-dimethylfuro[3,2-c]pyridin-2-yl)quinazolin-4(3H)-one BrC=1C=C2C(NC(=NC2=CC1)C1=CC=2C(=NC(=CC2O1)C)C)=O